6-[2-[4-(2,4-Dichlorophenyl)-5-(4-methyl-1H-imidazole-2-yl)pyrimidine-2-ylamino]ethylamino]pyridine-3-carbonitrile ClC1=C(C=CC(=C1)Cl)C1=NC(=NC=C1C=1NC=C(N1)C)NCCNC1=CC=C(C=N1)C#N